ClC=1C=CC=C2C(=NC(=NC12)C1=CC=C(C=C1)O)C(F)(F)F 4-[8-chloro-4-(trifluoromethyl)quinazolin-2-yl]phenol